2-chloro-4-((4-methylpiperazin-1-yl)methyl)aniline ClC1=C(N)C=CC(=C1)CN1CCN(CC1)C